3-(4-(4,4-Dimethylpiperidin-1-yl)phenyl)-4,6-difluoro-5-hydroxy-1-methyl-1H-benzo[d]imidazol-2(3H)-one CC1(CCN(CC1)C1=CC=C(C=C1)N1C(N(C2=C1C(=C(C(=C2)F)O)F)C)=O)C